O1C=C(C=C1)C1=NNC2=CC=C(C=C12)N 3-(furan-3-yl)-1H-indazol-5-amine